(2R)-7-chloro-2-(4-(3-methoxyazetidin-1-yl)cyclohexyl)-2,4-dimethyl-N-((6-methyl-4-(methylthio)-2-oxo-1,2-dihydropyridin-3-yl)methyl)benzo[d][1,3]dioxole-5-carboxamide ClC1=CC(=C(C2=C1O[C@](O2)(C)C2CCC(CC2)N2CC(C2)OC)C)C(=O)NCC=2C(NC(=CC2SC)C)=O